2-((R)-2-hydroxy-2-((S)-1,2,3,4-tetrahydroisoquinolin-3-yl)ethyl)-4,4-dimethyl-6-(3-azaspiro[5.5]undecane-3-carbonyl)-3,4-dihydroisoquinolin-1(2H)-one hydrochloride Cl.O[C@H](CN1C(C2=CC=C(C=C2C(C1)(C)C)C(=O)N1CCC2(CC1)CCCCC2)=O)[C@H]2NCC1=CC=CC=C1C2